N4-hexanoyl-cytidine triphosphate P(O)(=O)(OP(=O)(O)OP(=O)(O)O)OC[C@@H]1[C@H]([C@H]([C@@H](O1)N1C(=O)N=C(NC(CCCCC)=O)C=C1)O)O